6-(3-Triethoxysilylpropyl)amino-1,3,5-triazine C(C)O[Si](CCCNC1=NC=NC=N1)(OCC)OCC